C1(CC1)CN1C(C(=CC(=C1)C=C)C(=O)OC)=O Methyl 1-(cyclopropylmethyl)-2-oxo-5-vinyl-1,2-dihydropyridine-3-carboxylate